Dicyclopentadecyl 6-((4-((tert-butyldiphenylsilyl)oxy)butyl)amino)undecanedioate [Si](C1=CC=CC=C1)(C1=CC=CC=C1)(C(C)(C)C)OCCCCNC(CCCCC(=O)OC1CCCCCCCCCCCCCC1)CCCCC(=O)OC1CCCCCCCCCCCCCC1